COC1=C(C=CC=C1)NS(=O)(=O)C=1C=C(C=CC1)NC(=O)C1=NC=C(N=C1)C N-(3-(N-(2-methoxyphenyl)sulfamoyl)phenyl)-5-methylpyrazine-2-carboxamide